CC=1N=C(SC1C(=O)OC)NC(CCNC(C1=CC(=CC=C1)C1=NOC(=N1)C)=O)=O Methyl 4-methyl-2-(3-(3-(5-methyl-1,2,4-oxadiazol-3-yl)benzamido)propanamido)thiazole-5-carboxylate